CC(C(=O)OCOP(=O)(OCOC(C(C)(C)C)=O)C1=CC=C(C=C1)CN1C=NC2=NC(=CC=C21)C(N)=O)(C)C ((4-((5-carbamoylimidazo[4,5-b]pyridin-1-yl)methyl)phenyl(((2,2-dimethylpropanoyl)oxy)methoxy)phosphoryl)oxy)methyl 2,2-dimethylpropanoate